OC1=C(C=C(C=C1C(C)(C)C)C(C(=O)O)C)C(C)(C)C 4-hydroxy-3,5-di-tertiary butyl-phenyl-propionic acid